1-(((5r,7r,8s)-3-(5-(2-hydroxypropan-2-yl)pyrazin-2-yl)-8-methoxy-7-methyl-2-oxo-1-oxa-3-azaspiro[4.5]decan-7-yl)methyl)-1H-benzo[d]imidazole-6-carbonitrile OC(C)(C)C=1N=CC(=NC1)N1C(O[C@@]2(C1)C[C@]([C@H](CC2)OC)(C)CN2C=NC1=C2C=C(C=C1)C#N)=O